ClC1=CC=C2C=CN=CC2=C1C#N 7-Chloroisoquinoline-8-carbonitrile